The molecule is the (S)-enantiomer of methylmalonyl-CoA. It has a role as an Escherichia coli metabolite and a mouse metabolite. It derives from a coenzyme A. It is a conjugate acid of a (S)-methylmalonyl-CoA(5-). C[C@@H](C(=O)O)C(=O)SCCNC(=O)CCNC(=O)[C@@H](C(C)(C)COP(=O)(O)OP(=O)(O)OC[C@@H]1[C@H]([C@H]([C@@H](O1)N2C=NC3=C(N=CN=C32)N)O)OP(=O)(O)O)O